C(C)OC1=CN=CC(=N1)C=1C=CC(=NC1)C(=O)NC1(CCOCC1)C1=NC(=NC=C1)SC 5-(6-ethoxypyrazin-2-yl)-N-(4-(2-(methylthio)pyrimidin-4-yl)tetrahydro-2H-pyran-4-yl)picolinamide